2-O-(2-O-alpha-decenoyl-alpha-rhamnopyranosyl)-alpha-L-rhamnopyranosyl-beta-hydroxydecanoyl-beta-hydroxydecanoic acid C(=C(CCCCCCCC)O[C@H]1[C@@H](O[C@H]([C@@H]([C@H]1O)O)C)O[C@H]1[C@@H](O[C@H]([C@@H]([C@H]1O)O)C)C(C(=O)O)(C(CCCCCCC)O)C(C(CCCCCCCC)O)=O)=O